C[C@@H]1[C@H]([C@@H]([C@H]([C@]2(O1)OCC1=CC(=C(C=C12)CC1=CC=C(C=C1)OC)Br)O)O)O (1S,3'R,4'S,5'S,6'R)-6'-Methyl-6-(4-methoxy-benzyl)-5-bromo-3',4',5',6'-tetrahydro-3H-spiro[isobenzofuran-1,2'-pyran]-3',4',5'-triol